N1=CN=C(C2=C1NC=C2)C=2C=NN(C2)C2CCC(CC2)CC#N 4-[4-(7H-Pyrrolo[2,3-d]pyrimidin-4-yl)-1H-pyrazol-1-yl]cyclohexylacetonitrile